C1(=CC=CC=C1)NC1=CC=C2CCCC(C2=C1)=O 7-(phenylamino)-3,4-dihydronaphthalen-1(2H)-one